CC12CC(CC(CC1)(N2C(=O)OC(C)(C)C)C)=O tert-butyl 1,5-dimethyl-3-oxo-8-azabicyclo[3.2.1]octane-8-carboxylate